12-(2,3,4,5-tetramethoxy-6-methylphenyl)dodecane-1-ol COC1=C(C(=C(C(=C1OC)OC)OC)C)CCCCCCCCCCCCO